C(C)O[Si] Ethoxysilicon